NC=1C(=NC(=C(N1)OCC1=CC=C(C=C1)OC)Cl)C(=O)OC Methyl 3-amino-6-chloro-5-[(4-methoxyphenyl)methoxy]pyrazine-2-carboxylate